1-diethylamino-3,5-dimercaptotriazine C(C)N(N1NN(CC(=C1)S)S)CC